NC(C)CC(C)N 2,4-diaminopentane